CC1([C@@H]([C@H]1C(=O)OCC2=C(C(=CC(=C2F)F)F)F)C=C(Cl)Cl)C The molecule is a carboxylic ester obtained by formal condensation of 3-(2,2-dichlorovinyl)-2,2-dimethylcyclopropanecarboxylic acid and 2,3,5,6-tetrafluorobenzyl alcohol. It has a role as a pyrethroid ester insecticide. It is a carboxylic ester, a member of cyclopropanes, an organochlorine compound and an organofluorine compound. It derives from a 3-(2,2-dichlorovinyl)-2,2-dimethylcyclopropanecarboxylic acid.